3-[4-[1-[4-[(3R,5R)-5-[(5-chloro-1-methyl-6-oxo-pyridazin-4-yl)amino]-1-methyl-3-piperidyl]benzoyl]-4-piperidyl]-1-oxo-isoindolin-2-yl]piperidine-2,6-dione ClC1=C(C=NN(C1=O)C)N[C@@H]1C[C@@H](CN(C1)C)C1=CC=C(C(=O)N2CCC(CC2)C2=C3CN(C(C3=CC=C2)=O)C2C(NC(CC2)=O)=O)C=C1